C(#N)\C(\C(=O)OC)=C\1/CCOC2(CCCC2)CC1 (E)-methyl 2-cyano-2-(6-oxaspiro[4.6]undecan-9-ylidene)acetate